3-methyl-imidazolin-2-one CN1C(NCC1)=O